FC1=CC=C(C=N1)NC(=O)C=1C=CC(=NC1)C=1N=NN(C1NC(O[C@H](C)C=1C(=NC=CC1)Cl)=O)C (R)-1-(2-chloro-pyridin-3-yl)-ethyl (4-(5-((6-fluoropyridin-3-yl)carbamoyl)pyridin-2-yl)-1-methyl-1H-1,2,3-triazol-5-yl)carbamate